3-[[4-[3-(4-Tert-butylphenyl)prop-2-enoyl]phenyl]sulfonylamino]propanoic acid C(C)(C)(C)C1=CC=C(C=C1)C=CC(=O)C1=CC=C(C=C1)S(=O)(=O)NCCC(=O)O